N-[[6,7-difluoro-5-[4-fluoro-3-[4-(4-methylchroman-4-yl)-1H-imidazol-2-yl]phenoxy]-1H-indol-4-yl]methyl]-2-methyl-propan-2-amine FC1=C(C(=C2C=CNC2=C1F)CNC(C)(C)C)OC1=CC(=C(C=C1)F)C=1NC=C(N1)C1(CCOC2=CC=CC=C12)C